(8-(5-(3,4-dichlorobenzyl)-1,3,4-oxadiazol-2-yl)-2,6-diazaspiro[3.4]octan-6-yl)(thiazol-5-yl)methanone ClC=1C=C(CC2=NN=C(O2)C2CN(CC23CNC3)C(=O)C3=CN=CS3)C=CC1Cl